2-[3-(1,3-benzothiazol-2-ylamino)-4-methyl-6,7-dihydro-5H-pyrido[2,3-c]pyridazin-8-yl]-5-[3-[2-fluoro-4-[3-(1-piperidyl)prop-1-ynyl]phenoxy]propyl]thiazole-4-carboxylic acid S1C(=NC2=C1C=CC=C2)NC2=C(C1=C(N=N2)N(CCC1)C=1SC(=C(N1)C(=O)O)CCCOC1=C(C=C(C=C1)C#CCN1CCCCC1)F)C